FC(C(=O)O)(F)F.NCC(CC=1N(C(NN1)=O)CC1=CC=C(C=C1)C1=CC2=C(OCO2)C=C1)=C(F)F [2-(aminomethyl)-3,3-difluoro-allyl]-4-[[4-(1,3-benzodioxol-5-yl)phenyl]methyl]-1,2,4-triazol-3-one trifluoroacetate salt